(S)-2-(1-(tert-Butyl)-4-methyl-7-oxo-1,7-dihydro-6H-pyrazolo[3,4-d]pyridazin-6-yl)-N-(1-(4-(trifluoromethyl)phenyl)ethyl)acetamid C(C)(C)(C)N1N=CC2=C1C(N(N=C2C)CC(=O)N[C@@H](C)C2=CC=C(C=C2)C(F)(F)F)=O